(4S)-N-[(5-Cyclopropylpyrazin-2-yl)methyl]-2-{[(2S)-1,4-dioxan-2-yl]methyl}-4-methyl-8-(trifluoromethyl)-4,5-dihydro-2H-furo[2,3-g]indazole-7-carboxamide C1(CC1)C=1N=CC(=NC1)CNC(=O)C1=C(C2=C(C[C@@H](C3=CN(N=C23)C[C@@H]2OCCOC2)C)O1)C(F)(F)F